O=C1NC(CCC1N1C(C2=CC(=C(C=C2C1=O)NC1CCC(CC1)NC(C1=NC=C(C=C1)N1CCN(CC1)CC=1C=NC=2C=C(C(NC2C1)=O)CC)=O)F)=O)=O N-((1s,4s)-4-((2-(2,6-dioxopiperidin-3-yl)-6-fluoro-1,3-dioxoisoindolin-5-yl)amino)cyclohexyl)-5-(4-((7-ethyl-6-oxo-5,6-dihydro-1,5-naphthyridin-3-yl)methyl)piperazin-1-yl)picolinamide